C(C1=CC=CC=C1)NC([C@H](C)N(C(OC(C)C)=O)C)=O Isopropyl (S)-(1-(benzylamino)-1-oxopropan-2-yl)(methyl)carbamate